tert-butyl (2r,3s)-3-acetamido-2-methylazetidine-1-carboxylate C(C)(=O)N[C@@H]1[C@H](N(C1)C(=O)OC(C)(C)C)C